CC1(C(C(=C2N1C=1C=CC=CC1C=1C=CC=CC21)S(=O)(=O)C2=CC=C(C)C=C2)=O)C 3,3-dimethyl-1-tosylpyrrolo[1,2-f]phenanthridin-2(3H)-one